2-methyl-5-(4,4,5,5-tetramethyl-1,3,2-dioxaborolan-2-yl)-1,2,3,3a,4,6a-hexahydropentalen-2-ol CC1(CC2C=C(CC2C1)B1OC(C(O1)(C)C)(C)C)O